2-trichloromethyl-benzothiazole sodium (R)-(4-(3-(4,4-difluorocyclohexyl)-6,7-difluoro-2-oxoindolin-3-yl)phenyl)boroate FC1(CCC(CC1)[C@@]1(C(NC2=C(C(=CC=C12)F)F)=O)C1=CC=C(C=C1)OB([O-])[O-])F.[Na+].ClC(C=1SC2=C(N1)C=CC=C2)(Cl)Cl.[Na+]